FC1=C(OCCCN2CSC=C2C(=O)O)C=CC(=C1)C#CCNC 3-[(2-fluoro-4-[3-(methylamino)prop-1-ynyl]phenoxy)propyl]thiazole-4-carboxylic acid